7-bromo-2-(2-chloroethyl)-5-methyl-1,2,3,4-tetrahydroisoquinoline hydrochloride Cl.BrC1=CC(=C2CCN(CC2=C1)CCCl)C